CN1CCC(CC1)NC1=C2C=C(N(C2=CC=C1)CC(F)(F)F)C1=NN=C(S1)CNC(CC1=CC=CC=C1)=O N-[(5-{4-[(1-methylpiperidin-4-yl)amino]-1-(2,2,2-trifluoroethyl)-1H-indol-2-yl}-1,3,4-thiadiazol-2-yl)methyl]-2-phenylacetamide